1-(3-Chloro-benzenesulfonyl)-1,2,3,4-tetrahydro-quinoline-7-carboxylic acid [4-(1H-tetrazol-5-yl)-3-trifluoromethyl-phenyl]-amide N1N=NN=C1C1=C(C=C(C=C1)NC(=O)C1=CC=C2CCCN(C2=C1)S(=O)(=O)C1=CC(=CC=C1)Cl)C(F)(F)F